N-(2-((3-(trifluoromethyl)phenyl)carbamoyl)-2-azaspiro[3.3]heptan-6-yl)pyrazolo[1,5-a]pyrazine-3-carboxamide FC(C=1C=C(C=CC1)NC(=O)N1CC2(C1)CC(C2)NC(=O)C=2C=NN1C2C=NC=C1)(F)F